C(C)(C)N1CCN(CC1)C(CNC1CCN(CC1)C=1C(=C(C=CC1)C1=CC=CC=C1)C)=O 1-(4-isopropylpiperazin-1-yl)-2-(1-(2-methylbiphenyl-3-yl)piperidin-4-ylamino)ethanone